FC1(CCC(CC1)CN1C(=NOC1=O)CC=1C(=NC=CC1)C)F 4-[(4,4-difluorocyclohexyl)methyl]-3-[(2-methylpyridin-3-yl)methyl]-4,5-dihydro-1,2,4-oxadiazol-5-one